ethyl 2-isopropyl-7-oxo-5-(4-phenoxyphenyl)-4,7-dihydropyrazolo[1,5-a]pyrimidine-3-carboxylate C(C)(C)C1=NN2C(NC(=CC2=O)C2=CC=C(C=C2)OC2=CC=CC=C2)=C1C(=O)OCC